9-(3-(4-chloro-6-phenyl-1,3,5-triazin-2-yl)phenyl)-9H-carbazole ClC1=NC(=NC(=N1)C1=CC=CC=C1)C=1C=C(C=CC1)N1C2=CC=CC=C2C=2C=CC=CC12